(4-benzyl-8-hydroxy-2,3-dihydro-1,4-benzoxazin-6-yl)carbamic acid tert-butyl ester C(C)(C)(C)OC(NC=1C=C(C2=C(N(CCO2)CC2=CC=CC=C2)C1)O)=O